Methyl-(2S)-2-[4-chloro-2-(4-ethoxy-4,5-dihydroisoxazol-3-yl)phenoxy]butanoat COC([C@H](CC)OC1=C(C=C(C=C1)Cl)C1=NOCC1OCC)=O